OCP(CO)CO tri(hydroxymethyl)-phosphine